OC1=CC=2OC=3C=C4C(=C(C3C(C2C(=C1OC)CC=C(C)C)=O)OCC(=O)O)C=CC(O4)(C)C 2-((9-Hydroxy-8-methoxy-2,2-dimethyl-7-(3-methylbut-2-en-1-yl)-6-oxo-2H,6H-pyrano[3,2-b]xanthen-5-yl)oxy)acetic acid